tert-butyl-rel-(6R,7R)-2-oxo-7-({[(CIS)-4-phenylcyclohexyl]oxy}methyl)-1,4,8-triazaspiro[5.5]undecane-8-carboxylate C(C)(C)(C)OC(=O)N1[C@H]([C@]2(CNCC(N2)=O)CCC1)CO[C@@H]1CC[C@@H](CC1)C1=CC=CC=C1 |o1:8,9|